(acrylamidopropyl)trimethylammonium chloride [Cl-].C(C=C)(=O)NCCC[N+](C)(C)C